1-(6-((2-(1-(Cyclopropylsulfonyl)-1H-pyrazol-4-yl)pyrimidin-4-yl)amino)-4-(((1s,4s)-4-hydroxy-4-methylcyclohexyl)amino)pyridin-3-yl)-2,2-difluoroethan-1-one C1(CC1)S(=O)(=O)N1N=CC(=C1)C1=NC=CC(=N1)NC1=CC(=C(C=N1)C(C(F)F)=O)NC1CCC(CC1)(C)O